(R)-ethyl 2-((5-bromo-6-(4-fluorophenyl)furo[2,3-d]pyrimidin-4-yl)oxy)-3-(5-((tert-butyldimethylsilyl)oxy)-2-((2-(2-methoxyphenyl)pyrimidin-4-yl)methoxy)phenyl)propanoate BrC1=C(OC=2N=CN=C(C21)O[C@@H](C(=O)OCC)CC2=C(C=CC(=C2)O[Si](C)(C)C(C)(C)C)OCC2=NC(=NC=C2)C2=C(C=CC=C2)OC)C2=CC=C(C=C2)F